FC=1C=C2C(=C(C(=NC2=CC1)C1=CC=C(C=C1)C1=C(C=CC=C1)F)C)C(=O)O 6-fluoro-2-(2'-fluoro-1,1-biphenyl-4-yl)-3-methyl-4-quinolinecarboxylic acid